N-[2-(1-benzylpiperidin-4-yl)ethyl]-1-[5-(trifluoromethyl)pyridin-2-yl]piperidine-4-carboxamide C(C1=CC=CC=C1)N1CCC(CC1)CCNC(=O)C1CCN(CC1)C1=NC=C(C=C1)C(F)(F)F